C(C)(C)NC=1N=CC2=C(N1)NC=C2C=2C=C1C=CC=NC1=CC2 N-isopropyl-5-(quinolin-6-yl)-7H-pyrrolo[2,3-d]pyrimidin-2-amine